C[C@H](CCCCCCCCCCC(=O)O)CC (S)-12-methyl-tetradecanoic acid